CC=1N=C(C2=C(N1)N(C(C(=C2)O[C@@H]2COCC2)=O)C)N[C@H](C)C2=CC(=CS2)C2=C(COC(NC)=O)C=CC=C2 (2-(5-((R)-1-((2,8-dimethyl-7-oxo-6-(((S)-tetrahydrofuran-3-yl)oxy)-7,8-Dihydropyrido[2,3-d]pyrimidin-4-yl)amino)ethyl)thien-3-yl)benzyl)(methyl)carbamate